NC=1SC=2C(N1)=C(C=CC2)O 2-aminobenzo[d]thiazol-4-ol